(R)-6-chloro-4-((1-cyclopropyl-3-hydroxypropyl)amino)-1-methyl-1,8-naphthyridin-2(1H)-one ClC=1C=C2C(=CC(N(C2=NC1)C)=O)N[C@H](CCO)C1CC1